CC1(CCN(CC1)CC1=NC=CC(=C1)C1=CC=CC=C1)C 2-((4,4-dimethylpiperidin-1-yl)methyl)-4-phenylpyridine